C(C)OCOC1=C(C(=CC(=C1)C)C)C1=CN=C(N=N1)N 6-(2-(ethoxymethoxy)-4,6-dimethylphenyl)-1,2,4-triazin-3-amine